bis(Chloropropyl) monooctyl phosphate P(=O)(OCCCCl)(OCCCCl)OCCCCCCCC